2-(2,4-bis(trifluoromethyl)phenyl)-N-(4-fluorophenyl)-N-((5-(6-(piperidin-3-yl)pyridazin-3-yl)-1,3,4-oxadiazol-2-yl)methyl)acetamide FC(C1=C(C=CC(=C1)C(F)(F)F)CC(=O)N(CC=1OC(=NN1)C=1N=NC(=CC1)C1CNCCC1)C1=CC=C(C=C1)F)(F)F